C[C@@H]1N(CC1)C1=NC(=CC(=N1)C=1C=NN(C1)C1CN(C1)C(=O)OC(C)(C)C)C(F)(F)F tert-Butyl 3-[4-[2-[(2S)-2-methylazetidin-1-yl]-6-(trifluoromethyl)pyrimidin-4-yl]pyrazol-1-yl]azetidine-1-carboxylate